ClC=1C=C(C=CC1)C1=NC(=NO1)C1=NN(C(C=C1)=O)CC(=O)NCC 2-(3-(5-(3-chlorophenyl)-1,2,4-oxadiazol-3-yl)-6-oxopyridazin-1(6H)-yl)-N-ethylacetamide